4-[5-(aminomethyl)pyrimidin-2-yl]-3-[6-[ethyl(methyl)amino]-2-methylpyrimidin-4-yl]oxybenzonitrile NCC=1C=NC(=NC1)C1=C(C=C(C#N)C=C1)OC1=NC(=NC(=C1)N(C)CC)C